FC=1C=C(C=C2C(=CC=NC12)C(C)O)C1=NC(=NC=C1F)NC1=NC=C(C=C1)C1CCN(CC1)C 1-(8-Fluoro-6-(5-fluoro-2-((5-(1-methylpiperidin-4-yl)pyridin-2-yl)amino)pyrimidin-4-yl)quinolin-4-yl)ethanol